NC(C(=O)[O-])CCCCCCCCN.C(C)N1C=[N+](C=C1)C 1-ethyl-3-methylimidazolium 2,10-diaminodecanoate